C(C)N(C(C)N1N=CC=C(C1=O)C(F)(F)F)CCC(N1CCN(CC1)C1=NC=C(C=N1)C(F)(F)F)=O [1-[ethyl-[3-oxo-3-[4-[5-(trifluoromethyl)pyrimidin-2-yl]piperazin-1-yl]propyl]amino]ethyl]-5-(trifluoromethyl)-1H-pyridazin-6-one